C(C=CCCCCCCCCCCC)S(=O)(=O)[O-] tetradec-2-ene-1-sulfonate